tert-butyl (R)-(1-(1-methyl-5-nitro-2-(1-(trifluoromethyl)cyclopropyl)-1H-benzo[d]imidazol-4-yl)pyrrolidin-3-yl)carbamate CN1C(=NC2=C1C=CC(=C2N2C[C@@H](CC2)NC(OC(C)(C)C)=O)[N+](=O)[O-])C2(CC2)C(F)(F)F